2-chloro-6-[3-[(1S,2S,4R)-norbornan-2-yl]oxypyrazol-1-yl]pyridine-3-carboxylic acid tert-butyl ester C(C)(C)(C)OC(=O)C=1C(=NC(=CC1)N1N=C(C=C1)O[C@@H]1[C@H]2CC[C@@H](C1)C2)Cl